C(CCC)C1=CC=C2C=3C=CC=CC3C(C2=C1)(CCCC)CCCC 7-butyl-9,9-dibutyl-fluorene